FC1=C(C=O)C=CC(=C1)OC 2-FLUORO-4-METHOXYBENZALDEHYDE